CS(=O)(=O)O[C@H]1[C@@H](N(C1)C(C1=CC=CC=C1)C1=CC=CC=C1)C (2S,3R)-1-diphenylmethyl-2-methylazetidin-3-yl methanesulfonate